ClC=1C(=C(C=CC1)C1(CNC1)NC1=CC=C2C(C(N(C2=C1)CC1CCOCC1)=O)(C)C)C 6-((3-(3-chloro-2-methylphenyl)azetidin-3-yl)amino)-3,3-dimethyl-1-((tetrahydro-2H-pyran-4-yl)methyl)indolin-2-one